(1R,3S,Z)-5-(2-((1R,3aS,7aR,E)-1-((R)-1-(3-fluoroazetidin-1-yl)propan-2-yl)-7a-methyloctahydro-4H-inden-4-ylidene)ethylidene)-4-methylenecyclohexane-1,3-diol FC1CN(C1)C[C@H](C)[C@H]1CC[C@H]2\C(\CCC[C@]12C)=C\C=C\1/C([C@H](C[C@@H](C1)O)O)=C